spiro[benzo[d][1,3]dioxole-2,1'-cyclohexane]-5-carboxamide C12(CCCCC1)OC1=C(O2)C=CC(=C1)C(=O)N